C1(CC1)C1=CC=C(C=C1)S(=O)(=O)NC=1C=C(C(=O)NCC=2C=NC=CC2)C=CC1C 3-((4-cyclopropylphenyl)sulfonamido)-4-methyl-N-(pyridin-3-ylmethyl)benzamide